C(CCC)C1(C(C(=O)O)C=CC=C1)N o-butyl-anthranilic acid